(S)-N-((S)-1-(3-chloro-2-(chloromethyl)-5-fluorophenyl)ethyl)-2-hydroxy-N-methylpropanamide ClC=1C(=C(C=C(C1)F)[C@H](C)N(C([C@H](C)O)=O)C)CCl